cis-N-[8-amino-6-(1,4-dimethyl-2-oxo-3-pyridyl)-3-isoquinolyl]-2-fluoro-cyclopropanecarboxamide NC=1C=C(C=C2C=C(N=CC12)NC(=O)[C@H]1[C@H](C1)F)C=1C(N(C=CC1C)C)=O